N[C@@H](CO)C1=CC=C(C=C1)C1=CC=NN1CC (R)-2-amino-2-(4-(1-ethyl-1H-pyrazol-5-yl)phenyl)ethan-1-ol